CCCCCCCCCCC(N)N undecanediamine